N1(N=CC=C1)C1=C(CNC2=C3N=CN(C3=NC(=N2)N2CCC(CC2)N)C(C)C)C(=CC=C1)C(F)(F)F N-(2-(1H-pyrazol-1-yl)-6-(trifluoromethyl)benzyl)-2-(4-aminopiperidin-1-yl)-9-isopropyl-9H-purin-6-amine